C(CC)(=O)OC1=CC(=C(C=C1C(C)(C)C)O)C(C)(C)C (3,6-di-t-butyl-4-hydroxyphenyl) propionate